ClC1=C(C(=O)C2=CNC=3N=CN=C(C32)NC3=CC(=C(C=C3)N3CCC(CC3)CN3CCN(CC3)C=3C=C2C(N(C(C2=CC3)=O)C3C(NC(CC3)=O)=O)=O)F)C=CC(=C1)OC1=CC=CC=C1 5-(4-((1-(4-((5-(2-chloro-4-phenoxybenzoyl)-7H-pyrrolo[2,3-d]pyrimidin-4-yl)amino)-2-fluorophenyl)piperidin-4-yl)methyl)piperazin-1-yl)-2-(2,6-dioxopiperidin-3-yl)isoindoline-1,3-dione